9,9'-(4,6-bis(2,6-diphenylpyrimidin-4-yl)-5-(3-phenyl-9H-carbazol-9-yl)-1,3-phenylene)bis(3-methyl-9H-carbazole) C1(=CC=CC=C1)C1=NC(=CC(=N1)C1=C(C=C(C(=C1N1C2=CC=CC=C2C=2C=C(C=CC12)C1=CC=CC=C1)C1=NC(=NC(=C1)C1=CC=CC=C1)C1=CC=CC=C1)N1C2=CC=CC=C2C=2C=C(C=CC12)C)N1C2=CC=CC=C2C=2C=C(C=CC12)C)C1=CC=CC=C1